P(OC1=C(C=C(C(=C1)C)SC1=C(C=C(C(=C1)C(C)(C)C)O)C)C(C)(C)C)(OC1=C(C=C(C(=C1)C)SC1=C(C=C(C(=C1)C(C)(C)C)O)C)C(C)(C)C)OC1=C(C=C(C(=C1)C)SC1=C(C=C(C(=C1)C(C)(C)C)O)C)C(C)(C)C tris(2-(tert-butyl)-4-((5-(tert-butyl)-4-hydroxy-2-methylphenyl) thio)-5-methylphenyl) phosphite